[SiH2]([SiH2][SiH3])P([SiH2][SiH2][SiH3])[SiH2][SiH2][SiH3] tris(trisilanyl)phosphine